BrCC12CC(C1)(C2)N2C(N1[C@@H]([C@H](N(CC1)C(=O)OC(C)(C)C)C(=O)OCC)C2)=O 7-(tert-butyl) 8-ethyl (8S,8aR)-2-(3-(bromomethyl)bicyclo[1.1.1]pentan-1-yl)-3-oxohexahydroimidazo[1,5-a]pyrazine-7,8(1H)-dicarboxylate